FC1=CC=C(C=C1)NC(=O)C1(CCC1)C=1C=CC(=NC1)NC(=O)C1CCOCC1 N-(5-{1-[(4-fluorophenyl)carbamoyl]cyclobutyl}pyridin-2-yl)oxane-4-carboxamide